ClC=1C=C(C=C(C1)OC)C=1C=CC=C2CN(C(C12)=O)[C@@H](C(C)(C)O)C1CC1 (R)-7-(3-chloro-5-methoxyphenyl)-2-(1-cyclopropyl-2-hydroxy-2-methylpropyl)isoindolin-1-one